C1(CCCC1)N1C2=NC(=NC=C2N=C1NC1=CC=CC=C1)NC1=CC=C(C=C1)N1CCC(CC1)N(C)CC1=CC=C(N=N1)N1C(NC(CC1)=O)=O 1-(6-(((1-(4-((9-cyclopentyl-8-(phenylamino)-9H-purin-2-yl)amino)phenyl)piperidin-4-yl)(methyl)amino)methyl)pyridazin-3-yl)dihydropyrimidine-2,4(1H,3H)-dione